2-methyl-3-(isopropyl-phenyl)propanal CC(C=O)CC1=C(C=CC=C1)C(C)C